3-(2-methoxy-4-nitrophenoxy)tetrahydrofuran COC1=C(OC2COCC2)C=CC(=C1)[N+](=O)[O-]